OC1=NC=C(C=N1)C1=CC=C(C=C1)C1=CC=CC=2N1N=CC2C(=O)N2CCCCC2 [7-[4-(2-hydroxypyrimidin-5-yl)phenyl]pyrazolo[1,5-a]pyridin-3-yl]-(1-piperidyl)methanone